C(C)(C)(C)OC(=O)N[C@H](C(=O)O)CC1=C(C=CC=C1)C(N)=O (S)-2-((tert-Butoxycarbonyl)amino)-3-(2-carbamoylphenyl)propanoic acid